FC=1C=C(C=CC1F)[C@]1(CC[C@H]2N(CCN(C2)C(=O)C2=C(C(=CC=C2)OC)Cl)C1)O [(7S,9aR)-7-(3,4-difluorophenyl)-7-hydroxy-3,4,6,8,9,9a-hexahydro-1H-pyrido[1,2-a]pyrazin-2-yl]-(2-chloro-3-methoxyphenyl)methanone